(±)-2-(2-(7-(3-(((tert-butoxycarbonyl)amino)methyl)-2-fluorophenyl)benzofuran-5-yl)-4-methyl-3,4-Dihydro-2H-benzo[b][1,4]oxazin-8-yl)ethyl acetate C(C)(=O)OCCC1=CC=CC2=C1O[C@@H](CN2C)C=2C=C(C1=C(C=CO1)C2)C2=C(C(=CC=C2)CNC(=O)OC(C)(C)C)F |r|